BrC=1C=C(C=C(C1F)[N+](=O)[O-])S(=O)(=O)N 3-bromo-4-fluoro-5-nitrobenzenesulfonamide